4,9-dihydro-4,9-dioxonaphtho[2,3-b]furan-2-carboxylic acid O=C1C2=CC=CC=C2C(C=2OC(=CC21)C(=O)O)=O